2-(4-chloro-2-fluorophenyl)-1-(5-methoxy-6-(trifluoromethyl)-indolin-1-yl)ethanone ClC1=CC(=C(C=C1)CC(=O)N1CCC2=CC(=C(C=C12)C(F)(F)F)OC)F